cobalt aluminum salt [Al].[Co]